(1aRS,7bSR)-5-{2-[((S)-1-ethylpyrrolidin-3-ylcarbamoyl)-methyl]-4-fluoro-benzenesulfonyl-amino}-1,1a,2,7b-tetrahydrocyclopropa-[c]benzopyran-4-carboxylic acid C(C)N1C[C@H](CC1)NC(=O)CC1=C(C=CC(=C1)F)S(=O)(=O)NC1=C(C2=C([C@@H]3[C@H](CO2)C3)C=C1)C(=O)O |&1:26,27|